4-[5-(8-dimethylamino-2-oxo-8-phenyl-1,3-diazaspiro[4.5]decan-3-yl)-pyrimidin-2-yl]-benzonitrile CN(C1(CCC2(CN(C(N2)=O)C=2C=NC(=NC2)C2=CC=C(C#N)C=C2)CC1)C1=CC=CC=C1)C